CNC1=C(OCCCC)C=CC=C1 (2-methylaminophenoxy)butane